C(C1=CC=CC=C1)O[C@H]1[C@H]([C@@H](O[C@]1(CO[Si](C(C)C)(C(C)C)C(C)C)COCC1=CC=CC=C1)N1C=2N=C(NC(C2N=C1)=O)NC(C(C)C)=O)O N-[9-[(2R,3R,4S,5S)-4-benzyloxy-5-(benzyloxymethyl)-3-hydroxy-5-(triisopropyl-silyloxymethyl)tetrahydrofuran-2-yl]-6-oxo-1H-purin-2-yl]-2-methyl-propanamide